N[C@H](C(=O)O)CC=1C=C2C(NCC2=CC1)=O (S)-2-Amino-3-(3-oxoisoindolin-5-yl)propanoic acid